OC1=C(C=C(C=C1CN1C(C2=C(C1=O)CCCC2)=O)C)N2N=C1C(=N2)C=CC=C1 2-[2-hydroxy-3-(3,4,5,6-Tetrahydrophthalimido-methyl)-5-methylphenyl]benzotriazole